2,3-di-tert-butyl 1-methyl 2,3-diazabicyclo[2.2.1]heptane-1,2,3-tricarboxylate C12(N(N(C(CC1)C2)C(=O)OC(C)(C)C)C(=O)OC(C)(C)C)C(=O)OC